NC1=NC=C(C2=C1C=NN2)NC(C(N2[C@H](CC[C@@H](C2)C)C=2C=NC=C(C2)F)=O)=O N-(4-amino-1H-pyrazolo[4,3-c]pyridin-7-yl)-2-oxo-2-[(2R,5S)-2-(5-fluoro-3-pyridyl)-5-methyl-1-piperidyl]acetamide